COC(=O)C=1C(=NC(=C(C1)C#N)OCC1=C(C=CC(=C1)C(F)(F)F)F)COC.C1(=CC=CC=C1)CC(=O)C(C(=O)N)CCCCCCCCCCCCCCCC phenylacetyl-octadecanoamide Methyl-5-cyano-6-[[2-fluoro-5-(trifluoromethyl)phenyl]methoxy]-2-(methoxymethyl)pyridine-3-carboxylate